(3-chloropyridin-2-yl)-3-methyl-1H-pyrazol-5-ol ClC=1C(=NC=CC1)N1N=C(C=C1O)C